S1C=NC2=C1C=C(C=C2)SC=2N=NNC2C(=O)O 4-(benzo[d]thiazol-6-ylthio)-1H-1,2,3-triazole-5-carboxylic acid